CS(=O)(=O)OCCCN1CCN(CC1)C(=O)OC(C)(C)C tert-butyl 4-(3-((methylsulfonyl)oxy)propyl)piperazine-1-carboxylate